[Au].[Rh] rhodium-gold